methyl 3-bromo-1-trityl-1H-indazole-6-carboxylate BrC1=NN(C2=CC(=CC=C12)C(=O)OC)C(C1=CC=CC=C1)(C1=CC=CC=C1)C1=CC=CC=C1